S(=O)(=O)(O)O.C(CCCCCCCCCCCC)O tridecyl alcohol sulfate salt